NCCCOCCC#CC=1C=C(C=CC1)[C@H]1CN(C(O1)=O)C1C(NC(CC1)=O)=O 3-[(5S)-5-[3-[4-(3-aminopropoxy)but-1-ynyl]phenyl]-2-oxo-oxazolidin-3-yl]piperidine-2,6-dione